N-[1-(4-{[(2-chlorophenyl)acetyl]amino}-2-[(2,4-dimethoxybenzyl)sulfamoyl]phenyl)-1H-pyrazol-4-yl]-3,3,3-trifluoro-2-methylpropanamide ClC1=C(C=CC=C1)CC(=O)NC1=CC(=C(C=C1)N1N=CC(=C1)NC(C(C(F)(F)F)C)=O)S(NCC1=C(C=C(C=C1)OC)OC)(=O)=O